OC1=C(C=C(C=C1)C(C)(C)C1=CC(=C(C=C1)O)[N+](=O)[O-])[N+](=O)[O-] 2,2-di(4-hydroxy-3-nitrophenyl)propane